FC(C(=O)N1CC(C2=C(CC1)C=CC=C2)=C)(F)F 2,2,2-trifluoro-1-(1-methylene-4,5-dihydro-1H-benzo[d]azepin-3(2H)-yl)ethanone